C(C=C)(=O)O.COC(COCCOCCOCCOCCOCCOCCOCCOCCO)O Methoxynonaethylene glycol monoacrylate